hydroxy-2-methoxymethoxy-1,1'-binaphthyl-3-carbaldehyde OC1=C(C(=C(C2=CC=CC=C12)C1=CC=CC2=CC=CC=C12)OCOC)C=O